C(C)(C)(C)C1(C(C=CC=C1)C(C)(C)C)O 1,2-di-tert-butylphenol